FC1=C(OC2CCC(CC2)(C(=O)O)C)C=C(C(=C1)OC)C(N[C@@H]1COC[C@@H]1C(NCC(C)(C)C)=O)=O |o1:22,26| (1R,4s)-4-(2-Fluoro-4-methoxy-5-(((3S*,4R*)-4-(neopentylcarbamoyl)tetrahydrofuran-3-yl)carbamoyl)phenoxy)-1-methylcyclohexane-1-carboxylic acid